N-(5-Methyl-thiazol-2-yl)-3-[3-(4-trifluoromethoxy-benzyl)-3H-imidazo[4,5-b]pyridin-2-yl]-propionamide CC1=CN=C(S1)NC(CCC1=NC=2C(=NC=CC2)N1CC1=CC=C(C=C1)OC(F)(F)F)=O